C1(CCCC1)N1[C@@H](C(N(C=2C=NC(=NC12)NC1=C(C=C(C=C1)CC(=O)NC1CCN(CC1)C)OC)C)=O)CC (R)-2-[4-(8-cyclopentyl-7-ethyl-5-methyl-6-oxo-5,6,7,8-tetrahydropteridin-2-ylamino)-3-methoxyphenyl]-N-(1-methylpiperidin-4-yl)acetamide